C=C1C(NC(C(N1)=O)=CC=1N=C(NC1C(C)C)CCCN1CC(OCC1)C)=O methylene-6-(5-isopropyl-1-(3-(R)-(2-methylmorpholino)propylimidazol-4-yl)methylene)piperazine-2,5-dione